CC1(OB(OC1(C)C)C=1C=C2C(=NC1)C=CN2C[C@@H]2CC[C@H](CC2)C(=O)OC)C methyl trans-4-[[6-(4,4,5,5-tetramethyl-1,3,2-dioxaborolan-2-yl)pyrrolo[3,2-b]pyridin-1-yl]methyl]cyclohexanecarboxylate